ICCC=CC=CC 7-iodo-2,4-heptadiene